[N+](=O)([O-])C1=CC=C(C(=O)C2=CC=C(C=C2)[N+](=O)[O-])C=C1 4,4'-dinitroBenzophenone